O=C1CC2(CCN(CC2)C(=O)OC(C)(C)C)OC2=CC=C(C=C12)B1OC(C(O1)(C)C)(C)C tert-butyl 4-oxo-6-(4,4,5,5-tetramethyl-1,3,2-dioxaborolan-2-yl)spiro[chromane-2,4'-piperidine]-1'-carboxylate